BrC1=CC=C(S1)S(=O)(=O)N1CC(CC(C1)C1=CC=CC=C1)C(=O)N1CCOCC1 (1-((5-Bromothiophen-2-yl)sulfonyl)-5-phenylpiperidin-3-yl)(morpholino)methanone